(1s,4s)-4-((tert-butyldimethylsilyl)oxy)cyclohexyl methanesulfonate CS(=O)(=O)OC1CCC(CC1)O[Si](C)(C)C(C)(C)C